Cl.COC1=CC=C2C(=CC=NC2=N1)N 7-methoxy-1,8-naphthyridin-4-amine HCl